N-benzyl-2-((pyridin-4-ylmethyl)amino)nicotinamide C(C1=CC=CC=C1)NC(C1=C(N=CC=C1)NCC1=CC=NC=C1)=O